1,3,5-tris(4-hydroxy-3'-formylphenyl)benzene OC1=C(C=C(C=C1)C1=CC(=CC(=C1)C1=CC(=C(C=C1)O)C=O)C1=CC(=C(C=C1)O)C=O)C=O